F[C@@H]1C[C@@]2(CCCN2C1)COC=1N=C(C2=C(N1)C(=C(N=C2)C2=CC(=CC1=CC=C(C(=C21)C#C)F)O)F)N2CCC(CC2)C#N 1-(2-{[(2R,7aS)-2-fluoro-hexahydro-1H-pyrrolizin-7a-yl]methoxy}-7-(8-ethynyl-7-fluoro-3-hydroxynaphthalen-1-yl)-8-fluoropyrido[4,3-d]pyrimidin-4-yl)piperidine-4-carbonitrile